FC(C12CC(C1)(C2)N)(F)F 1-(trifluoromethyl)bicyclo[1.1.1]pentan-3-amine